C(CCCCCCCCCCCCCC=CCC=CCCCCC)N tetracosa-15,18-dien-1-amin